FC1CCN(CC1)C=1C=NC2=C(CCNCC2)N1 4-fluoro-1-{5H,6H,7H,8H,9H-pyrazino[2,3-d]azepin-2-yl}piperidine